Ethyl 4-(5-(((4-acetoxybenzyl)oxy)amino)-2-(ethoxycarbonyl)-5-oxopentyl)benzoate C(C)(=O)OC1=CC=C(CONC(CCC(CC2=CC=C(C(=O)OCC)C=C2)C(=O)OCC)=O)C=C1